1-(4-(1-(2,6-dichlorophenyl)azetidin-3-yl)-2,6-diethylbenzyl)-3-methylazetidin-3-ol ClC1=C(C(=CC=C1)Cl)N1CC(C1)C1=CC(=C(CN2CC(C2)(O)C)C(=C1)CC)CC